N-(5-chloro-6-(2H-1,2,3-triazol-2-yl)pyridin-3-yl)-1-(difluoromethyl)-3-phenyl-4-(trifluoromethyl)-1H-pyrazole-5-carboxamide ClC=1C=C(C=NC1N1N=CC=N1)NC(=O)C1=C(C(=NN1C(F)F)C1=CC=CC=C1)C(F)(F)F